C(C)(C)(C)C1=CN=C(O1)NC(=O)NC1=CC=C(C=C1)N1C=NC2=C1C=CC(=C2)OCCNC2=C1C(N(C(C1=CC=C2)=O)C2C(NC(CC2)=O)=O)=O (5-tert-butyl-oxazol-2-yl)-3-[4-(5-{2-[2-(2,6-dioxo-piperidin-3-yl)-1,3-dioxo-2,3-dihydro-1H-isoindol-4-ylamino]ethoxy}benzimidazol-1-yl)phenyl]-urea